N1=CC(=CC=C1)C1=CN=C(S1)N 5-(pyridin-3-yl)thiazol-2-amine